(hexahydropyrrolo[3,4-c]pyrrol-2(1H)-yl)(3-fluoro-2-methylphenyl)methanone hydrochloride Cl.C1N(CC2C1CNC2)C(=O)C2=C(C(=CC=C2)F)C